C(CCCCC)OC(CCSSCCC(OCCCCCC)(OCCCCCC)OCCCCCC)(OCCCCCC)OCCCCCC bis(trihexyloxypropyl) disulfide